Benzyl (amino(methylthio)methylene)carbamate NC(SC)=NC(OCC1=CC=CC=C1)=O